ClC1=C(C=CC(=C1)OCC=1C(=NOC1C1CC1)C1=C(C=CC=C1Cl)Cl)C#CC=1C=C(C(=C(C(=O)OC)C1)OC)[N+](=O)[O-] methyl 5-((2-chloro-4-((5-cyclopropyl-3-(2,6-dichlorophenyl) isoxazol-4-yl) methoxy) phenyl) ethynyl)-2-methoxy-3-nitrobenzoate